Cl.Cl.COC(CCSSCCC(OC)=N)=N Dimethyl-3,3'-dithiobispropionimidate 2HCl